diethyl-5-bromomethylpyridine-2,3-dicarboxylic acid C(C)C1=C(C(=C(C(=N1)C(=O)O)C(=O)O)CC)CBr